(6aR)-3-bromo-2-[(2H3)methyloxy]-12-oxo-6a,7,9,10-tetrahydro-12H-pyrazino[2,1-c]pyrido[2,3-f][1,4]oxazepine-8(6H)-carboxylic acid tert-butyl ester C(C)(C)(C)OC(=O)N1C[C@@H]2COC3=C(C(N2CC1)=O)N=C(C(=C3)Br)OC([2H])([2H])[2H]